6-(3-(difluoromethyl)-7,8-dihydro-1,6-naphthyridin-6(5H)-yl)-5-methylpyridazine FC(C=1C=NC=2CCN(CC2C1)C1=C(C=CN=N1)C)F